BrC1=NC=C(C(=C1)Br)OC1=C(C=C(C=C1C)F)C 2,4-dibromo-5-(4-fluoro-2,6-dimethylphenoxy)pyridine